COC1=C(C=C(C=C1)[N+](=O)[O-])B1OCC(CO1)(C)C 2-(2-methoxy-5-nitrophenyl)-5,5-dimethyl-1,3,2-dioxaborinane